5-hydroxypyrazin OC=1N=CC=NC1